(E)-3-(4-hydroxy-3-methoxyphenyl)-N-(o-fluorophenyl)acrylamide OC1=C(C=C(C=C1)/C=C/C(=O)NC1=C(C=CC=C1)F)OC